CN1N=CC(=C1C)C1=CC2=CN(C=CC2=N1)CC=1SC2=C(N1)C=CC(=C2)C [2-(1,5-dimethyl-1H-pyrazol-4-yl)-5H-pyrrolo[3,2-c]Pyridin-5-yl]Methyl-6-methyl-1,3-benzothiazole